C(C)N(CC(=O)O)CC N,N-diethyl-glycine